BrC1=C(C(=C(C=C1)OC1CCC1)F)F 1-bromo-4-(cyclobutoxy)-2,3-difluoro-benzene